methyl (2S)-2-(tert-butoxycarbonylamino)-3-(2-oxo-1-piperidyl)propanoate C(C)(C)(C)OC(=O)N[C@H](C(=O)OC)CN1C(CCCC1)=O